5-hydroxy-6-(4-methoxyphenyl)-2-phenyl-3-(piperidin-1-yl)pyrazolo[1,5-a]Pyrimidin-7(4H)-one OC=1NC=2N(C(C1C1=CC=C(C=C1)OC)=O)N=C(C2N2CCCCC2)C2=CC=CC=C2